N1=C(C=CC=C1)C=1C=NC=C(C1)C(=O)N [2,3'-bipyridine]-5'-carboxamide